COC1=CC(=C(C=C1NC1=NC=NC(=C1)N1OCC[C@@H]1C1=CC(=CC=C1)OC1=CC=CC=C1)NC(C#CC)=O)N1CCN(CC1)C (R)-N-(4-methoxy-2-(4-methylpiperazin-1-yl)-5-((6-(3-(3-phenoxy-phenyl)isoxazolidin-2-yl)pyrimidin-4-yl)amino)-phenyl)but-2-yn-amide